FC=1C(=NC=CC1)C=1C(=C2C=CC=CN2C1)C(=O)N1C[C@@H]2CN(C[C@@H]2C1)C=1N=C(C2=C(N1)C=CO2)C (2-(3-fluoropyridin-2-yl)indolizin-1-yl)((3aR,6aS)-5-(4-methylfuro[3,2-d]pyrimidin-2-yl)hexahydropyrrolo[3,4-c]pyrrol-2(1H)-yl)methanone